2-morpholin-4-yl-benzoic acid N1(CCOCC1)C1=C(C(=O)O)C=CC=C1